(5R,8S)-N-(5-bromo-2-fluoro-4-(trifluoromethyl)phenyl)-1-fluoro-6,7,8,9-tetrahydro-5H-5,8-epiminocyclohepta[c]pyridine-10-carbothioamide BrC=1C(=CC(=C(C1)NC(=S)N1[C@@H]2CC[C@H]1CC=1C(=NC=CC12)F)F)C(F)(F)F